ClC=1C=C(CNC2=NC(=NC3=CC=C(C=C23)C=2C(=NOC2C)C)C=2C=NN(C2)CC#N)C=CC1 (4-(4-((3-chlorobenzyl)amino)-6-(3,5-dimethylisoxazol-4-yl)quinazolin-2-Yl)-1H-pyrazol-1-yl)acetonitrile